OC1=CC(=C2CNC(C2=C1)=O)C=1C=NSC1 6-Hydroxy-4-(isothiazol-4-yl)isoindolin-1-one